ClC=1C=2N(C=C(C1)C(F)(F)F)C=C(N2)CN (8-chloro-6-(trifluoromethyl)imidazo[1,2-a]pyridin-2-yl)methylamine